FC=1C=C(CNC2=NC=CC=C2)C=CC1 N-(3-fluorobenzyl)pyridin-2-amine